NC(CNC(C1=CC=C(C=C1)C1=NC(=CN=C1)C=1C=NC=C(C1)F)=O)(C)C N-(2-amino-2-methylpropyl)-4-(6-(5-fluoropyridin-3-yl)pyrazin-2-yl)benzamide